4-(3-(1-propionylpiperidin-4-yl)ureido)phenylthio fluoride C(CC)(=O)N1CCC(CC1)NC(NC1=CC=C(C=C1)SF)=O